C(CC)OC1=CC=C(C=C1)C1CN(C1)C(=O)N1CC(CC1)C1=CC=NN1 (+)-[3-(4-Propoxyphenyl)azetidin-1-yl]-[3-(1H-pyrazol-5-yl)pyrrolidin-1-yl]methanone